C(C=C)C=1C(=CC=C(C1)CNC1=NC(=NC(=C1)N1CCN(CC1)C)NC=1SC(=C(N1)C)C(=O)OCC)S(=O)(=O)N 2-[[4-[[5-Allyl[4-(aminosulfonyl)phenyl]methyl]amino]-6-(4-methylpiperazinyl)-2-pyrimidinyl]amino]-4-methyl-5-thiazolecarboxylic acid, ethyl ester